BrCC=1C(=NC=CC1)NC1C(NC(CC1)=O)=O 3-((3-(Bromomethyl)pyridin-2-yl)amino)piperidine-2,6-dione